OC(=O)C(F)(F)F.NCCN1C(C=CC1=O)=O 1-(2-aminoethyl)-1H-pyrrole-2,5-dione TFA salt